ClC=1C(=CC2=C(N(C=N2)C2C(C2)(F)F)C1)I 6-chloro-1-(2,2-difluorocyclopropyl)-5-iodo-1,3-benzodiazole